heneicosanyl-eicosadienoic acid C(CCCCCCCCCCCCCCCCCCCC)C(C(=O)O)=CC=CCCCCCCCCCCCCCCC